methyl 2-azabicyclo[2.2.1]heptane-5-carboxylate C12NCC(C(C1)C(=O)OC)C2